dithio-bismaleimide C1(C(=CC(N1)=O)SSC=1C(=O)NC(C1)=O)=O